C(C)(=O)OCCC1=CC=CC2=C1O[C@@H](CN2C)C=2C=C(C1=C(C=CO1)C2)C2=C(C(=NC=C2)CN)F |r| (±)-2-(2-(7-(2-(aminomethyl)-3-fluoropyridin-4-yl)benzofuran-5-yl)-4-methyl-3,4-dihydro-2H-Benzo[b][1,4]oxazin-8-yl)ethyl acetate